CN(CCOC1=NC=CC2=C1N(C(N2[C@H]2CN(CC2)C2=C(C=CC=C2C)F)=O)CC2=C(C=CC=C2)C(F)(F)F)C 4-(2-dimethylamino-ethoxy)-1-[(R)-1-(2-fluoro-6-methyl-phenyl)-pyrrolidin-3-yl]-3-(2-trifluoromethyl-benzyl)-1,3-dihydro-imidazo[4,5-c]pyridin-2-one